NC1=C2C(N(CN1C1=CC=C(C=C1)Cl)C(C)(C)C)=NN=C2 4-amino-5-(4-chloro-phenyl)-7-(dimethylethyl)pyrazolo[3,4-d]pyrimidine